FC=1C=C(C(=O)NCCN(C2COC2)C)C=CC1 3-fluoro-N-(2-(methyl-(oxetan-3-yl)amino)ethyl)benzamide